4-{2-[5-chloro-6-(hydroxymethyl)-1-oxo-3H-isoindol-2-yl]-6-cyclopropylpyridin-4-yl}-3-(4-methyl-1,2,4-triazol-3-yl)benzonitrile ClC=1C=C2CN(C(C2=CC1CO)=O)C1=NC(=CC(=C1)C1=C(C=C(C#N)C=C1)C1=NN=CN1C)C1CC1